ClC1=CC=C(C=C1)C1=N[C@H](C=2N(C3=C1C(=C(S3)C)C)C(=NN2)C)CC(=O)NCCCCCNC(OC(C)(C)C)=O tert-Butyl (5-(2-((6S)-4-(4-chlorophenyl)-2,3,9-trimethyl-6H-thieno[3,2-f][1,2,4]triazolo[4,3-a][1,4]diazepin-6-yl)acetamido)pentyl)carbamate